3-(3-tert-butyl-5-(3,5-di-tert-butyl-4-hydroxybenzyl)-4-hydroxyphenyl)propionic acid hexyl ester C(CCCCC)OC(CCC1=CC(=C(C(=C1)CC1=CC(=C(C(=C1)C(C)(C)C)O)C(C)(C)C)O)C(C)(C)C)=O